S(=O)(=O)(O)C1=C(C=CC(=C1)NC1=CC=C(C=2C(C3=CC=CC=C3C(C12)=O)=O)NC1=CC(=C(C=C1)C)S(=O)(=O)O)C 1,4-bis-(2-sulfo-p-toluidino)-anthraquinone